ClC=1C=CC=2N=C(N=C(C2N1)N1[C@H](CN([C@@H](C1)CC)C(C1=NC=C(C=C1)C(F)(F)F)C1=CC=C(C=C1)F)C)NN 6-chloro-4-((2S,5R)-5-ethyl-4-((4-fluorophenyl)(5-(trifluoromethyl)pyridin-2-yl)methyl)-2-methylpiperazin-1-yl)-2-hydrazinopyrido[3,2-d]pyrimidine